ClC1=CC=2N(C=C1)C(=CN2)C(=O)NC2=C(C=CC(=C2)C2=NOC(=N2)N2CC(C2)(F)F)C 7-chloro-N-(5-(5-(3,3-difluoroazetidin-1-yl)-1,2,4-oxadiazol-3-yl)-2-methylphenyl)imidazo[1,2-a]pyridine-3-carboxamide